C(C)(C)(C)NC(=O)C1=CC(=NC(=C1)C=1N=NN(C1)C=1C(=C(C(=O)O)C=CC1)O)C=1N=NN(C1)C=1C(=C(C(=O)O)C=CC1)O 4'-((4-(tert-butylcarbamoyl)pyridin-2,6-diyl)bis(1H-1,2,3-triazole-4,1-diyl))bis(2-hydroxybenzoic acid)